BrC1=CC(=NC=C1)C 4-bromo-2-methylpyridine